ClC(C)(C)C 2-chloro-2-methylpropane